The molecule is a benzophenanthridine alkaloid that is sanguinarine bearing two methoxy substituents. It is a benzophenanthridine alkaloid and an organic cation. It derives from a hydride of a sanguinarine. C[N+]1=CC2=C3C(=CC(=C2C4=C1C5=CC6=C(C=C5C(=C4)OC)OCO6)OC)OCO3